N=1N(N=CC1)C=1C=CC(=NC1)CN1C(C(N(CC1)C1CCCC1)=O)=O 1-((5-(2H-1,2,3-triazol-2-yl)pyridin-2-yl)methyl)-4-cyclopentylpiperazine-2,3-dione